ClC=1C=NN(C(C1Cl)=O)[C@@H](C)C=1NC2=C(N1)C=C(C(=C2)S(=O)(=O)N(C)C)C 2-[(1S)-1-(4,5-dichloro-6-oxo-pyridazin-1-yl)ethyl]-N,N,6-trimethyl-3H-benzimidazole-5-sulfonamide